N(C(=N)N)[C@H]1[C@@H](CC1)C(=O)O (1R,2R)-2-carbamimidamidocyclobutane-1-carboxylic acid